(S)-4-methoxy-3-nitro-5-(2,2,2-trifluoro-1-methoxyethyl)pyrazolo[1,5-a]pyridine COC=1C=2N(C=CC1[C@@H](C(F)(F)F)OC)N=CC2[N+](=O)[O-]